trans-3-tetradecene-1,2-dicarboxylic acid C(C(\C=C\CCCCCCCCCC)C(=O)O)C(=O)O